(2,2,2-trifluoroethyl)pyrrolidine-1-carboxamide FC(CC1N(CCC1)C(=O)N)(F)F